COC1=CC=C(CN(C2=CC(=C(C(=N2)C2CC(CCC2C)=O)I)C)CC2=CC=C(C=C2)OC)C=C1 3-(6-(bis(4-methoxybenzyl)amino)-3-iodo-4-methylpyridin-2-yl)-4-methylcyclohexanone